7-tert-butyl 2-methyl 2,7-diazaspiro[3.5]nonane-2,7-dicarboxylate C1N(CC12CCN(CC2)C(=O)OC(C)(C)C)C(=O)OC